FC=1C=C(SC1C(=O)OC)N1CC(N(CC1)C(=O)OC(C)(C)C)C tert-butyl 4-[4-fluoro-5-(methoxycarbonyl) thiophen-2-yl]-2-methylpiperazine-1-carboxylate